1-(benzyloxy)-2-methyl-4-nitrobenzene C(C1=CC=CC=C1)OC1=C(C=C(C=C1)[N+](=O)[O-])C